COC(=O)C=1N(C(C=CC1)=O)OCC1=CC=CC=C1.BrC1=CC=C(OCC=2C=NC=C(C2)C2(COC3=CC=CC=C3C2)F)C=C1 3-((4-bromophenoxy)methyl)-5-(3-fluorochroman-3-yl)pyridine methyl-1-(benzyloxy)-6-oxo-1,6-dihydropyridine-2-carboxylate